(S)-N-(4-(3-aminopiperidin-1-yl)-5-(1-methyl-3-(trifluoromethyl)-1H-pyrazol-4-yl)pyridin-2-yl)-2-(2-fluoro-6-methoxyphenyl)pyrimidin-4-amine N[C@@H]1CN(CCC1)C1=CC(=NC=C1C=1C(=NN(C1)C)C(F)(F)F)NC1=NC(=NC=C1)C1=C(C=CC=C1OC)F